OC[C@@H](C)S(=O)(=O)NC1=CC(=C(C(=O)NC2=NC(=CC(=C2)C)N2C[C@H](OCC2)C)C=C1)N1CCC2(CC2)CC1 4-(((R)-2-Hydroxy-1-methylethyl)sulfonamido)-N-(4-methyl-6-((R)-2-methylmorpholino)pyridin-2-yl)-2-(6-azaspiro[2.5]octan-6-yl)benzamide